BrC=1C=C2CC(CC2=CC1F)NC=1C=CC(=NC1)[C@@H](C(F)(F)F)N(C(=O)C1CCS(CC1)(=O)=O)C N-((1S)-1-(5-((5-Bromo-6-fluoro-2,3-dihydro-1H-inden-2-yl)amino)pyridin-2-yl)-2,2,2-trifluoroethyl)-N-methyltetrahydro-2H-thiopyran-4-carboxamide 1,1-dioxide